FC(S(=O)(=O)[O-])(F)F.C[N+]1(CCCC1)CCOC N-methyl-N-methoxyethyl-pyrrolidinium trifluoromethanesulfonate